Cl.NCC1=C(C(=CC(=C1)N1C2COC(C1)C2)Cl)SC2=NC=CC=C2CO (2-{[2-(aminomethyl)-6-chloro-4-{2-oxa-5-azabicyclo[2.2.1]heptan-5-yl}phenyl]sulfanyl}pyridin-3-yl)methanol HCl salt